1-[bis(2-ethyl-hexyl)aminomethyl]triazole C(C)C(CN(CC(CCCC)CC)CN1N=NC=C1)CCCC